FC1=CC=C2C(=N1)C(=C(N2)C2=CC(=NC=C2)NC([C@H](C)C2=CC=C(C=C2)F)=O)C2=NC=C(C=C2)F (2R)-N-{4-[5-Fluoro-3-(5-fluoropyridin-2-yl)-1H-pyrrolo[3,2-b]pyridin-2-yl]pyridin-2-yl}-2-(4-fluorophenyl)propanamid